4-allylphenyl acetate C(C)(=O)OC1=CC=C(C=C1)CC=C